COC(=O)C[C@H]1C2=CC(=C(C=C2OC3=C1C4=C(C[C@H]([C@H](O4)C5=CC(=C(C=C5)O)O)O)C(=C3)O)O)O The molecule is an organic heterotetracyclic compound that is 3,4-dihydro-2H,12H-pyrano[2,3-a]xanthene substituted by a 3,4-dihydroxyphenyl group at position 2, hydroxy groups at positions 3, 5, 9 and 10 and a 2-methoxy-2-oxoethyl group at position 12 (the 2R,3R,12S stereoisomer). It is isolated from the barks of Trichilia catigua and exhibits antioxidant activity. It has a role as an antioxidant and a plant metabolite. It is an extended flavonoid, an organic heterotetracyclic compound, a polyphenol, a methyl ester and a member of catechols.